FC=1C=C2C=CN(C2=CC1)C(=O)[C@H]1[C@H]([C@@H]2CC[C@H]1O2)C(=O)O (1S,2R,3S,4R)-3-(5-fluoro-1H-indole-1-carbonyl)-7-oxabicyclo[2.2.1]heptane-2-carboxylic acid